tert-butyl 2-[[4-(1-isopropyl-4-methoxy-1H-imidazo[4,5-c]pyridin-6-yl) pyrimidin-2-yl] amino]-7,8-dihydro-5H-1,6-naphthyridine-6-carboxylate C(C)(C)N1C=NC=2C(=NC(=CC21)C2=NC(=NC=C2)NC2=NC=1CCN(CC1C=C2)C(=O)OC(C)(C)C)OC